Cl.FC1=C(C=CC=C1S(=O)(=O)C(F)(F)F)[C@@H](C)N (R)-1-(2-fluoro-3-((trifluoro-Methyl)sulfonyl)phenyl)ethan-1-amine hydrochloride